5-(2-Isopropyl-4,5-dimethoxy-benzyl)-N*2*-methyl-pyrimidine-2,4-diamine C(C)(C)C1=C(CC=2C(=NC(=NC2)NC)N)C=C(C(=C1)OC)OC